(azidoethyl)amine hydrochloride Cl.N(=[N+]=[N-])CCN